N1CCC(CC1)CN1CCN(CC1)CC(=O)OCC ethyl 2-(4-(piperidin-4-ylmethyl)piperazin-1-yl)acetate